N(/N)=C(/C=N\O)\C1=CC=NC=C1 (1Z,2Z)-2-hydrazinylidene-2-(pyridin-4-yl)acetaldehyde oxime